ClC1=NC=C(C(=N1)Cl)C=O 2,4-dichloropyrimidine-5-formaldehyde